COC(C1=C(C=CC=C1)N1C2=C(OCC(C1)OC)N=C1C(=C2)C=CN1)=O 2-(3-methoxy-3,4-dihydro-2H-pyrrolo[3',2':5,6]Pyrido[2,3-b][1,4]Oxazepin-1(7H)-yl)benzoic acid methyl ester